SC(C)S(=O)(=O)[O-].[Na+] sodium α-mercaptoethyl-sulfonate